C(=C)(C)C1=C(C=CC=C1)CCCCC isopropenyl-amyl-benzene